[I-].C[N+]1=CSC(=C1C)C 3,4,5-trimethyl-thiazolium iodide